BrC=1C=2N(C(=NC1)NC([2H])([2H])C1=C(C=CC3=C1C(C(O3)[2H])[2H])F)C=C(N2)C#N 8-bromo-5-(((5-fluoro-2,3-dihydrobenzofuran-4-yl-2,3-d2)methyl-d2)amino)imidazo[1,2-c]pyrimidine-2-carbonitrile